N-(3-methoxy-5-aminopyridin-2-yl)-3-chlorobenzamide COC=1C(=NC=C(C1)N)NC(C1=CC(=CC=C1)Cl)=O